OC1[C@H](NCC1C)C(=O)O 3-hydroxy-4-methyl-L-proline